[2-(3,6-Dibromo-9H-carbazol-9-yl)ethyl]phosphonic Acid BrC=1C=CC=2N(C3=CC=C(C=C3C2C1)Br)CCP(O)(O)=O